O=C1N(C(CC1)=O)OC(CCCCCN1C(C=CC1=O)=O)=O 1-{6-[(2,5-dioxotetrahydro-1H-pyrrol-1-yl)oxy]-6-oxohexyl}pyrrole-2,5-dione